8-chloro-2-[2-(oxetan-2-ylmethoxy)-4-(trifluoromethyl)phenyl]chromen-4-one ClC=1C=CC=C2C(C=C(OC12)C1=C(C=C(C=C1)C(F)(F)F)OCC1OCC1)=O